S(=O)(=O)([O-])[O-].[Na+].C(CCCCCCCCCCCCCCC)OCCCCCCCC\C=C/CCCCCCCC.[Na+] oleyl cetyl ether sodium sulfate